OC1=CC=C(C=C1)[C@@H]1OC2=C([C@H]1C(=O)OCC)C=C(C=C2)\C=C\C(OCCC)=O ethyl (2R,3R)-2-(4-hydroxyphenyl)-5-((E)-3-oxo-3-propoxyprop-1-en-1-yl)-2,3-dihydrobenzofuran-3-carboxylate